C(C)C1=C(C=C(C=C1)C)N1/C(/SCC1=O)=N/C(=O)NC1=C(C=C(C=C1)C1=NN(C=N1)C1=CC=C(C=C1)OC(F)(F)F)C (Z)-1-(3-(2-ethyl-5-methylphenyl)-4-oxothiazolidin-2-ylidene)-3-(2-methyl-4-(1-(4-(trifluoromethoxy)phenyl)-1H-1,2,4-triazol-3-yl)phenyl)urea